2-(2-(1-(5-bromo-2-nitropyridin-3-yloxy)ethyl)-4-fluorophenyl)-5-fluoropyridin BrC=1C=C(C(=NC1)[N+](=O)[O-])OC(C)C1=C(C=CC(=C1)F)C1=NC=C(C=C1)F